6,7-dimethoxyphthalazin-1-amine COC=1C=C2C=NN=C(C2=CC1OC)N